O1CCN(CC1)CCN=C=N (2-morpholinoethyl)-carbodiimide